1,2,3,4-O-tetranonanoyl-sorbitol C(CCCCCCCC)(=O)C(O)[C@](O)([C@@](O)([C@H](OC(CCCCCCCC)=O)[C@H](O)CO)C(CCCCCCCC)=O)C(CCCCCCCC)=O